O[C@]1(C[C@H](CCCC1)NC1=NC(=NC=C1C#N)NC1CCC(CC1)OC)C 4-((1S,3R)-3-hydroxy-3-methylcycloheptylamino)-2-((1r,4S)-4-methoxycyclohexylamino)pyrimidine-5-carbonitrile